2-(4-{[(1R)-1-methyl-7-[(1-methylcyclopropyl)sulfamoyl]-5-oxo-1H,2H-imidazo[1,2-a]quinazolin-4-yl]methyl}pyrazol-1-yl)ethyl methanesulfonate CS(=O)(=O)OCCN1N=CC(=C1)CN1C=2N(C3=CC=C(C=C3C1=O)S(NC1(CC1)C)(=O)=O)[C@@H](CN2)C